2-((1S,2S)-2-aminocyclohexyl)-5-chloro-N-(furan-2-ylmethyl)-3-methylthieno[3,2-b]pyridin-7-amine N[C@@H]1[C@H](CCCC1)C1=C(C2=NC(=CC(=C2S1)NCC=1OC=CC1)Cl)C